4-methyl-N-phenyl-N-(trifluoromethyl)benzenesulfonamide CC1=CC=C(C=C1)S(=O)(=O)N(C(F)(F)F)C1=CC=CC=C1